4,5-diphenyl-6-tolylpyrimidine C1(=CC=CC=C1)C1=NC=NC(=C1C1=CC=CC=C1)C1=C(C=CC=C1)C